2-(2-((5'-(1-aminoisoquinolin-5-yl)-2',3'-dihydrospiro[cyclopentane-1,1'-indene]-3'-yl)methoxy)phenyl)acetic acid NC1=NC=CC2=C(C=CC=C12)C=1C=C2C(CC3(C2=CC1)CCCC3)COC3=C(C=CC=C3)CC(=O)O